CP(ON1C2=C(OC(C1=O)(C)C)C=CC(=N2)NC2=NC(=NC=C2F)NC2=CC(=C(C(=C2)OC)OC)OC)([O-])=O [6-({5-fluoro-2-[(3,4,5-trimethoxyphenyl) amino]-4-pyrimidinyl} amino)-2,2-dimethyl-3-oxo-2,3-dihydro-4H-pyrido[3,2-b][1,4]oxazin-4-yl] methylphosphonate